ClC1=CC=C(CN2N=C(C=CC2=O)C2=CC=C(C=C2)CCC)C=C1 2-(4-chlorobenzyl)-6-(4-propylphenyl)pyridazin-3(2H)-one